C(CCCC(C)C)C=1C(=C(C(C(=O)O)=CC1)C(=O)O)CCCCC(C)C.C(C=1C(C(=O)OCCCCCCC)=CC=CC1)(=O)OCCCCCCC diheptyl Phthalate (diisoheptyl Phthalate)